BrC1=CC(=CC(=N1)N=S(=O)(C)C)N1CC(C1)(F)F ((6-bromo-4-(3,3-difluoroazetidin-1-yl)pyridin-2-yl)imino)dimethyl-λ6-sulfanone